O=C1N(C2=C(OC1)C=CC(=C2)C(COC2=C(C=CC=C2)CCC)=O)CC(=O)O 2-(3-oxo-6-(2-(2-propylphenoxy)acetyl)-2,3-dihydro-4H-benzo[b][1,4]oxazin-4-yl)acetic acid